BrC1=NC(=CC(=C1O)OC(CO)C)I 2-Bromo-4-((1-hydroxypropane-2-yl)oxy)-6-iodopyridin-3-ol